(E)-N-(4-((3-chloro-4-fluorophenyl)amino)-7-methoxyquinazolin-6-yl)-4-(4-(2-(2-((2-(2,6-dioxopiperidin-3-yl)-1-oxoisoindolin-4-yl)thio)ethoxy)acetyl)piperazin-1-yl)but-2-enamide ClC=1C=C(C=CC1F)NC1=NC=NC2=CC(=C(C=C12)NC(\C=C\CN1CCN(CC1)C(COCCSC1=C2CN(C(C2=CC=C1)=O)C1C(NC(CC1)=O)=O)=O)=O)OC